2-(benzo[d][1,3]dioxolan-5-yl)-5-nitrobenzonitrile O1COC2=C1C=CC(=C2)C2=C(C#N)C=C(C=C2)[N+](=O)[O-]